C(C)(C)(C)C1=C2C(N(C(C2=CC(=C1F)N1CCNCC1)=O)C1C(NC(CC1)=O)=O)=O tert-butyl-2-(2,6-dioxopiperidin-3-yl)-5-fluoro-6-(piperazin-1-yl)isoindoline-1,3-dione